4-Chloro-6-cyclopropylpyridin ClC1=CC=NC(=C1)C1CC1